4-Aminonaphthalene-1-carboxylic acid NC1=CC=C(C2=CC=CC=C12)C(=O)O